5-bromo-N-[4-[4-[2-(dimethylamino)acetyl]piperazine-1-carbonyl]-3-methyl-phenyl]-1-methyl-imidazole-2-carboxamide BrC1=CN=C(N1C)C(=O)NC1=CC(=C(C=C1)C(=O)N1CCN(CC1)C(CN(C)C)=O)C